2-methyl-5-thiophen-2-ylfuran-3-carboxylic acid CC=1OC(=CC1C(=O)O)C=1SC=CC1